C(C)OP(=O)(OCC)C1=CC(=C(OC2=C(C(=C(C=C2)C2CCC(CC2)CCCCC)F)F)C(=C1)C)C 1-(4-diethoxyphosphoryl-2,6-dimethyl-phenoxy)-2,3-difluoro-4-(4-pentylcyclohexyl)benzene